tert-butyl (1-(5-(2,3-dichlorophenyl)-6-iodopyrazin-2-yl)-4-methylpiperidin-4-yl)carbamate ClC1=C(C=CC=C1Cl)C=1N=CC(=NC1I)N1CCC(CC1)(C)NC(OC(C)(C)C)=O